1-(2,2-Difluoroethyl)-N-(3-(3,3-dimethyl-1-(4-methyl-4H-1,2,4-triazol-3-yl)cyclobutyl)phenyl)-5-((isobutylamino)methyl)-2-oxo-1,2-dihydropyridine-3-carboxamide FC(CN1C(C(=CC(=C1)CNCC(C)C)C(=O)NC1=CC(=CC=C1)C1(CC(C1)(C)C)C1=NN=CN1C)=O)F